(6-(2-(3-Fluoropyridin-2-yl)-1-hydroxy-2-methylpropyl)pyridin-3-yl)carbamic acid tert-butyl ester C(C)(C)(C)OC(NC=1C=NC(=CC1)C(C(C)(C)C1=NC=CC=C1F)O)=O